fluoro-3'-deoxycytidine-2'-phosphate P(=O)(O)(O)O[C@H]1[C@@](O[C@@H](C1)CO)(N1C(=O)N=C(N)C=C1)F